1-((2-(bis(3-methoxybenzyl)amino)thiazol-4-yl)methyl)piperazine-2,5-dione COC=1C=C(CN(C=2SC=C(N2)CN2C(CNC(C2)=O)=O)CC2=CC(=CC=C2)OC)C=CC1